ClC=1C=C(C(=NC1)OC=1N=CC=2N(C1)C=C(N2)C(=O)OCC)OCC(F)(F)F ethyl 6-((5-chloro-3-(2,2,2-trifluoroethoxy)pyridin-2-yl)oxy)imidazo[1,2-a]pyrazine-2-carboxylate